ONC(=O)C=1C=2CN(C(C2C=CC1)(C)C)C=1OC2=C(N1)C=CC(=C2)C(F)(F)F N-hydroxy-1,1-dimethyl-2-(6-(trifluoromethyl)benzo[d]oxazol-2-yl)isoindoline-4-carboxamide